2-(2,6-dimethylphenyl)thienothiophene CC1=C(C(=CC=C1)C)C1=CC2=C(C=CS2)S1